(2,2-dimethyl-1,3-dioxane-5-yl)methanol CC1(OCC(CO1)CO)C